NC(/C(=C/C1=CC=C(C=C1)/C=C/C(=O)C1=CC=C(C(=O)OC)C=C1)/O)=O Methyl 4-[(E)-3-[4-[(Z)-3-amino-2-hydroxy-3-oxoprop-1-enyl]phenyl]prop-2-enoyl]benzoate